ethylene glycol methyl ether methyl-acrylate CC(C(=O)OCCOC)=C